NC(C(=O)O)C1=C(C=CC=C1)F 2-amino-2-(2-fluorophenyl)acetic acid